ClC1=C2C=C(NC2=CC=C1Cl)C(=O)N1C[C@@](CC1)(C(=O)N)C (R)-1-(4,5-dichloro-1H-indole-2-carbonyl)-3-methylpyrrolidine-3-carboxamide